5-(4-(3-(3-ethylureido)benzyl)piperazin-1-yl)-6-fluoro-N-methylpicolinamide C(C)NC(NC=1C=C(CN2CCN(CC2)C=2C=CC(=NC2F)C(=O)NC)C=CC1)=O